1-(1-(5-methoxybenzofuran-2-yl)ethyl)-5-methyl-2-phenyl-3-(piperidin-1-yl)pyrazolo[1,5-a]pyrimidin-7(4H)-one COC=1C=CC2=C(C=C(O2)C(C)N2C(C(=C3N2C(C=C(N3)C)=O)N3CCCCC3)C3=CC=CC=C3)C1